[2-(5-bromo-2-furyl)-4-oxo-4H-chromen-3-yl]oxylacetamide BrC1=CC=C(O1)C=1OC2=CC=CC=C2C(C1OCC(=O)N)=O